O=C1C2(CCN(C2)C(=O)OC(C)(C)C)CCCCN1 tert-Butyl 6-oxo-2,7-diazaspiro[4.6]undecane-2-carboxylate